NC1=CC=NC=2N1N=C(N2)C=2OC=CC2 7-amino-2-(furan-2-yl)-[1,2,4]triazolo[1,5-a]pyrimidin